ClC1=CC2=C(CCC=3C(=N2)NN(C3)C)C=C1 8-chloro-2-methyl-4,5-dihydropyrazolo-[3,4-b][1]-benzazepin